racemic-2-(7,8-dichloro-1-methyl-2-oxo-1,2,3,4,5,6-hexahydroazepino[4,5-b]indol-10-yl)acetonitrile ClC1=C(C=C(C=2C3=C(NC12)CCNC([C@@H]3C)=O)CC#N)Cl |r|